FC1=C(C=C(C=C1)NC(=O)C1=C(N(C(=C1C)C(C(=O)NC1(CC(C1)O)C)=O)C)C)C N-(4-fluoro-3-methylphenyl)-5-(2-(((1s,3s)-3-hydroxy-1-methylcyclobutyl)amino)-2-oxoacetyl)-1,2,4-trimethyl-1H-pyrrole-3-carboxamide